(S)-1-(4-(2-methyl-1H-imidazol-1-yl)phenyl)ethan-1-amine CC=1N(C=CN1)C1=CC=C(C=C1)[C@H](C)N